COC1=CC=C(C=N1)CN1[C@@H]2CN(C[C@H]1C2)C2=NC=C(N=C2)[Sn](CCCC)(CCCC)CCCC (1R,5S)-6-((6-methoxypyridin-3-yl)methyl)-3-(5-(tributylstannyl)pyrazin-2-yl)-3,6-diazabicyclo[3.1.1]Heptane